tert-butyl (3-amino-4-(N-(tert-butoxycarbonyl)sulfamoyl)phenyl)((6-cyclopropyl imidazo[1,2-a]pyridin-2-yl)methyl)carbamate NC=1C=C(C=CC1S(NC(=O)OC(C)(C)C)(=O)=O)N(C(OC(C)(C)C)=O)CC=1N=C2N(C=C(C=C2)C2CC2)C1